2,4,6-triiodobenzene-1,3,5-triethanamine IC1=C(C(=C(C(=C1CCN)I)CCN)I)CCN